C(C)(C)(C)OC(NC=1C=C2C=C(C=NC2=CC1)C(NC1=CC=C(C=C1)C(N(CC)CC)=O)=O)=O (3-((4-(diethylcarbamoyl)phenyl)carbamoyl)quinolin-6-yl)carbamic acid tert-butyl ester